FC1=C(C=CC=C1)[S+](C1=CC=CC=C1)C1=CC=CC=C1 fluorotriphenylsulfonium